[Br-].C(C1=CC=CC=C1)[P+]1(CCCCCC1)CC(=O)NC1=C(C=CC=C1C)C 1-benzyl-1-(2-((2,6-dimethylphenyl)amino)-2-oxoethyl)phosphepan-1-ium bromide